6-(6-(1-cyclopropyl-2,2,2-trifluoroethoxy)-5-fluoropyridin-3-yl)-3-(1-methoxyethyl)-[1,2,4]triazolo[4,3-a]pyrazine C1(CC1)C(C(F)(F)F)OC1=C(C=C(C=N1)C=1N=CC=2N(C1)C(=NN2)C(C)OC)F